1-(5-(3-(4-(6-fluorobenzo[d]isoxazol-3-yl)piperidin-1-yl)-1-hydroxypropyl)indolin-1-yl)ethan-1-one FC1=CC2=C(C(=NO2)C2CCN(CC2)CCC(O)C=2C=C3CCN(C3=CC2)C(C)=O)C=C1